C(CCCC)(=O)O[C@H]1CC[C@@H]2[C@@]1(CC[C@@H]1[C@]3(CCC=4N=C(SC4C3=CC[C@@H]21)NC2=CC(=CC=C2)F)C)C (5aR,5bS,7aS,8S,10aS,10bR)-2-((3-fluorophenyl)amino)-5a,7a-dimethyl-5,5a,5b,6,7,7a,8,9,10,10a,10b,11-dodecahydro-4H-cyclopenta[7,8]phenanthro[2,1-d]thiazol-8-yl pentanoate